BrC=1C=C(C(=C(C1)B1OC(C(O1)(C)C)(C)C)F)Cl 2-(5-Bromo-3-chloro-2-fluorophenyl)-4,4,5,5-tetramethyl-1,3,2-dioxaborolane